OC(C(=O)C1=CC=C(C=C1)OCCO)(C)C 2-hydroxy-4'-2-hydroxyethoxy-2-methyl-Propiophenone